methyl (3S,9R)-5-oxo-7-(((trifluoromethyl)sulfonyl)oxy)-2,3,5,8,9,9a-hexahydro-1H-pyrrolo[1,2-a]azepine-3-carboxylate O=C1C=C(CCC2N1[C@@H](CC2)C(=O)OC)OS(=O)(=O)C(F)(F)F